2,2'-bis((4-chlorophenyl)thio)-1,1'-biphenyl ClC1=CC=C(C=C1)SC1=C(C=CC=C1)C1=C(C=CC=C1)SC1=CC=C(C=C1)Cl